ClC=1C=C(C(=O)NC2=NNC(=C2)C2=NC3=C(N2)C=CC(=C3)OC(F)(F)F)C=CC1OCCO 3-chloro-4-(2-hydroxyethoxy)-N-[5-[5-(trifluoromethoxy)-1H-benzimidazol-2-yl]-1H-pyrazol-3-yl]benzamide